COC(CC(CCCCCCCCCCCCCCC(=O)OC)[N+](=O)[O-])=O 3-nitro-octadecanedioic acid dimethyl ester